N1=CC(=CC=C1)OC=C (3-pyridyloxymethylene)methane